BrC1=CC(=C(C(=O)N2CCN(CC2)C(=O)C2CCC2)C=C1)Cl (4-(4-bromo-2-chlorobenzoyl)piperazin-1-yl)(cyclobutyl)methanone